ethyl 2-(2-aminoethyl)-1,2,3,4-tetrahydroisoquinoline-7-carboxylate NCCN1CC2=CC(=CC=C2CC1)C(=O)OCC